ClC=1C=C(C=C(C1OCCCl)C#N)C(C)(C)C1=CC=C(C=C1)C=1C=NC(=NC1)N1CC(C1)NC(OC(C)(C)C)=O tert-butyl (1-(5-(4-(2-(3-chloro-4-(2-chloroethoxy)-5-cyanophenyl)propan-2-yl)phenyl) pyrimidin-2-yl)azetidin-3-yl)carbamate